C(C)C1(C(=NOC1(C(=O)O)C(=O)O)C1=CC=C(C=C1)C#N)CC diethyl-3-(4-cyanophenyl)isoxazole-5,5(4H)-dicarboxylic acid